C1(=CC=C(C=C1)C(=O)N1[C@@H](CC[C@@H]1C1=C(C=CC=C1)Cl)C(=O)O)C1=CC=CC=C1 (2s,5r)-1-([1,1'-biphenyl]-4-carbonyl)-5-(2-chlorophenyl)pyrrolidine-2-carboxylic acid